BrC1CN(C2=C1N=C(N=C2C2=CC=NC=C2)N2CCOCC2)C(=O)OC(C)(C)C tert-butyl 7-bromo-2-morpholino-4-(pyridin-4-yl)-6H-pyrrolo[3,2-d]pyrimidine-5-carboxylate